C(C1=CC=CC=C1)N1C(C(C2=CC=CC=C12)(O)CC(=O)C1=CC=C(C=C1)OCC1=CC=CC=C1)=O 1-benzyl-3-(2-(4-(benzyloxy)phenyl)-2-oxoethyl)-3-hydroxyindol-2-one